C1=CC=CC=2C3=CC=CC=C3C(=CC12)C1=CC=C(C2=CC=CC=C12)C1=NC2=C3N=CC=CC3=CC=C2C=C1 2-[4-(9-phenanthrenyl)-1-naphthalenyl]-1,10-phenanthroline